tetraacetoxy-silane C(C)(=O)O[Si](OC(C)=O)(OC(C)=O)OC(C)=O